6-(4-((2R,6R)-1-acetyl-6-methylpiperazin-2-yl)-6-chloropyridin-2-yl)-N-methylpyrimidine-4-carboxamide 4-methylbenzenesulfonate CC1=CC=C(C=C1)S(=O)(=O)O.C(C)(=O)N1[C@@H](CNC[C@H]1C)C1=CC(=NC(=C1)Cl)C1=CC(=NC=N1)C(=O)NC